ClC1=NC=C(C(=C1)OC)B(O)O 2-CHLORO-4-METHOXYPYRIDINE-5-BORONIC ACID